FC=1C(=NC=CC1NC=1C=NC=2CCN(CC2C1)C=1C(=CC=2N(N1)C(C=CN2)=O)C)C 7-(3-((3-fluoro-2-methylpyridin-4-yl)amino)-7,8-dihydro-1,6-naphthyridin-6(5H)-yl)-8-methyl-4H-pyrimido[1,2-b]pyridazin-4-one